tert-butyl 8-((4-chlorophenyl)amino)-1,3,4,5-tetrahydro-2H-pyrido[4,3-b]indole-2-carboxylate ClC1=CC=C(C=C1)NC1=CC=2C3=C(NC2C=C1)CCN(C3)C(=O)OC(C)(C)C